COCCOC1CN(C1)C(=O)O[C@@H]1CC[C@H](CC1)C(N(C[C@@H]1CC[C@H](CC1)C1=NC(=C(C=C1)OC)C)C1=NC=CC(=C1)C=1N=C(OC1)C1CC1)=O trans-4-((4-(2-Cyclopropyloxazol-4-yl)pyridine-2-yl)((trans-4-(5-methoxy-6-methylpyridin-2-yl)cyclohexyl)methyl)carbamoyl)cyclohexyl 3-(2-methoxyethoxy)azetidine-1-carboxylate